NCC1=NNC(C2=CC=C(C=C12)C=1C=NN(C1C1=CC(=C2N1C(C=CN2C)=O)C)C)=O 4-(aminomethyl)-6-[5-(1,8-dimethyl-4-oxo-pyrrolo[1,2-a]pyrimidin-6-yl)-1-methyl-pyrazol-4-yl]-2H-phthalazin-1-one